2-methyl-2-methylcyclopropane CC1(CC1)C